N-(trans-1,2-dimethylpiperidin-4-yl)-3-(4-fluorobenzyl)pyrazin-2-amine CN1[C@H](C[C@@H](CC1)NC1=NC=CN=C1CC1=CC=C(C=C1)F)C